CC=1C=CC(=NC1)C1(N=NN=N1)C(=O)[O-] 5-(5-methyl-2-pyridyl)tetrazolate